C(C)NC1=C(C=CC=C1)NCCNC1=CC=C(C=C1)Cl N-(2-ethylaminophenyl)-N'-(4-chlorophenyl)-1,2-ethanediamine